2'-(4,4,5,5-tetramethyl-1,3,2-dioxaborolan-2-yl)spiro[indolo[3,2,1-de]acridine-8,9'-xanthene] CC1(OB(OC1(C)C)C1=CC=2C3(C4=CC=CC=C4OC2C=C1)C=1C=CC=CC1N1C2=C(C=CC=C23)C=2C=CC=CC21)C